(1R,3S)-3-(1-tert-butyl-5-{[(2-methoxypyridin-4-yl)acetyl]amino}-1H-pyrazol-3-yl)cyclopentyl propylcarbamate C(CC)NC(O[C@H]1C[C@H](CC1)C1=NN(C(=C1)NC(CC1=CC(=NC=C1)OC)=O)C(C)(C)C)=O